C(C)OC(=O)C=1N=C(SC1Br)C1CC1 5-bromo-2-cyclopropyl-1,3-thiazole-4-carboxylic acid ethyl ester